C(C=C)(=O)N1CCN(CC1)C1=C(C(=NC2=C(C(=C(C=C12)Cl)C1=CC=C(C2=C1N=C(S2)N)F)F)O[C@@H]2CN(C[C@H]2OC)C)C#N 4-(4-Acryloylpiperazin-1-yl)-7-(2-amino-7-fluorobenzo[d]thiazol-4-yl)-6-chloro-8-fluoro-2-(((3R,4R)-4-methoxy-1-methylpyrrolidin-3-yl)oxy)quinoline-3-carbonitrile